FC1=C(C=CC=C1F)CN1[C@@H](CCC1=O)CC(=O)N1C(CCCC1)C(=O)OCC ethyl 1-[2-[(2S)-1-[(2,3-difluorophenyl)methyl]-5-oxopyrrolidin-2-yl]acetyl]piperidine-2-carboxylat